N1C(NC(C2=CC=CC=C12)=O)=O quinazolindion